O1N=NC=N1 1,2,3,5-oxatriazol